(S)-5-amino-6-((oxetan-2-ylmethyl)amino)2-picolinic acid methyl ester COC(C1=NC(=C(C=C1)N)NC[C@H]1OCC1)=O